CC(C)(C)OC(=O)NNC(=O)OCC1=CC=CC=C1 N'-(tert-butoxycarbonyl)benzyloxycarbohydrazide